3-((4-methoxybenzyl)thio)imidazo[1,2-b]pyridazine COC1=CC=C(CSC2=CN=C3N2N=CC=C3)C=C1